(E)-2-(3,4-dimethoxyphenyl)-3-(4-methoxyphenyl)acrylic acid methyl ester COC(\C(=C\C1=CC=C(C=C1)OC)\C1=CC(=C(C=C1)OC)OC)=O